FC=1C=C(CNC(=O)[C@H]2N(CCC2)CCCOC2=C3CN(C(C3=CC=C2)=O)C2C(NC(CC2)=O)=O)C=C(C1)F (2S)-N-(3,5-difluorobenzyl)-1-(3-((2-(2,6-dioxopiperidin-3-yl)-1-oxoisoindol-4-yl)oxy)propyl)pyrrolidine-2-carboxamide